(R)-4-chloro-N-(1-((4-(3-methyl-1H-1,2,4-triazol-5-yl)phenyl)amino)-1-oxopropan-2-yl)benzamide ClC1=CC=C(C(=O)N[C@@H](C(=O)NC2=CC=C(C=C2)C2=NC(=NN2)C)C)C=C1